O(C1=CC=C(C=C1)NC(/C=N/O)=O)C1=CC=C(C=C1)NC(/C=N/O)=O (2E,2'E)-N,N'-(oxybis(4,1-phenylene))bis(2-(hydroxyimino)acetamide)